3-((S)-3-cyclopropyl-2-(3-phenylpropanamido)propanamido)-2-oxo-4-((S)-2-oxopyrrolidin-3-yl)butanamide C1(CC1)C[C@@H](C(=O)NC(C(C(=O)N)=O)C[C@H]1C(NCC1)=O)NC(CCC1=CC=CC=C1)=O